ClC1=CC(=C(C=C1F)C(CC1=NC(=NC(=N1)N[C@@H](CO)CC(C)C)NS(=O)(=O)C)C)F N-(4-(2-(4-chloro-2,5-difluorophenyl)propyl)-6-(((R)-1-hydroxy-4-methylpent-2-yl)amino)-1,3,5-triazin-2-yl)methanesulfonamide